4-fluoromethylphenyl sulfide FCC1=CC=C(C=C1)SC1=CC=C(C=C1)CF